C(CCC(=O)[O-])(=O)OCCOC(C(=C)C)=O 1-(2-methacryloyloxyethyl) succinate